(S)-phenylbutylamine C1(=CC=CC=C1)CCCCN